FC=1C=C2CN(CC2=CC1)C1=NC=CC(=N1)C1=NC=CC(=N1)C#CN1N=CC=2C1=NC=CC2 ((2'-(5-fluoroisoindolin-2-yl)-[2,4'-bipyrimidin]-4-yl)ethynyl)-1H-pyrazolo[3,4-b]pyridine